N-(6-methoxy-2-((1r,4r)-4-(methyl-(piperidin-4-ylmethyl-amino)methyl)cyclohexyl)-2H-indazol-5-yl)-6-(trifluoromethyl)pyridinecarboxamide COC=1C(=CC2=CN(N=C2C1)C1CCC(CC1)[C@H](NCC1CCNCC1)C)NC(=O)C1=NC(=CC=C1)C(F)(F)F